N1(CCCCC1)C(=O)C=1C=NN2C1C=CC=C2C=2C=NC(=CC2)N2CCCCC2 Piperidin-1-yl-(7-(6-(piperidin-1-yl)pyridin-3-yl)pyrazolo[1,5-a]pyridin-3-yl)methanone